C1(=CC=CC=C1)C1=CC(=CC=2C=C(C3=CC(=CC=C3C12)C1=CC=CC=C1)C(C)C)C(C)C 4,7-diphenyl-2,9-diisopropyl-phenanthrene